Cl.CCC(CC)N1C2C3=CC=CC=C3C1CCC2 12-(Pentan-3-yl)-12-azatricyclo[6.3.1.02,7]dodeca-2,4,6-triene hydrochloride